((1R,3S,4R)-3,4-dihydroxy-4-(trifluoromethyl)cyclohexyl)-4-(5-(5-fluoro-2-methoxypyridin-4-yl)-1H-pyrazole-3-carbonyl)-4-azaspiro[2.5]octane-7-carboxamide O[C@H]1C[C@@H](CC[C@@]1(C(F)(F)F)O)C1CC12N(CCC(C2)C(=O)N)C(=O)C2=NNC(=C2)C2=CC(=NC=C2F)OC